4-(2-isopropylphenyl)-6-methylsulfonyl-pyrimidin-2-amine C(C)(C)C1=C(C=CC=C1)C1=NC(=NC(=C1)S(=O)(=O)C)N